phenol beta-(3,5-di-tert-butyl-4-hydroxyphenyl)octadecyl-propionate C(C)(C)(C)C=1C=C(C=C(C1O)C(C)(C)C)C(CC(C(=O)OC1=CC=CC=C1)C)CCCCCCCCCCCCCCCC